1-(7-Chloro-6-((4-(4-(oxazol-2-yl)thiophen-2-yl)-5-(trifluoromethyl)pyrimidin-2-yl)amino)-3,4-dihydroisoquinolin-2(1H)-yl)-2,2,2-trifluoroethan-1-one ClC1=C(C=C2CCN(CC2=C1)C(C(F)(F)F)=O)NC1=NC=C(C(=N1)C=1SC=C(C1)C=1OC=CN1)C(F)(F)F